bis(2-methyl-2,4-pentanediol) boronate B(O)O.CC(C)(CC(C)O)O.CC(C)(CC(C)O)O